α-ferrocenylethanol [C-]1(C=CC=C1)C(C)O.[CH-]1C=CC=C1.[Fe+2]